C(C1=CC=CC=C1)OC=1C(C(=CN2C1C(N1[C@H](C=C[C@@]3([C@H]2C1)CC(=NO3)CF)C)=O)C(=O)O)=O (3'S,5R,7'R)-12'-(benzyloxy)-3-(fluoromethyl)-3'-methyl-1',11'-dioxo-1',11'-dihydro-3'H,4H,7'H-spiro[isoxazole-5,6'-[2,7]methanopyrido[1,2-a][1,4]diazonine]-10'-carboxylic acid